4-(2-chloropyrimidin-4-yl)benzoyl chloride ClC1=NC=CC(=N1)C1=CC=C(C(=O)Cl)C=C1